(±)-5-Benzyl-N-(6-methyl-7-oxo-6,7,8,9-tetrahydro-2H-2,5,6-triazabenzo[cd]azulene-8-yl)-4H-1,2,4-triazole-3-carboxamide C(C1=CC=CC=C1)C=1NC(=NN1)C(=O)N[C@H]1C(N(C=2C3=C(NC=C3C1)C=CN2)C)=O |r|